3-fluoro-4-[4-[[3-fluoro-4-(hydroxymethyl)phenyl]methyl]piperazin-1-yl]benzonitrile FC=1C=C(C#N)C=CC1N1CCN(CC1)CC1=CC(=C(C=C1)CO)F